C(CCCCCCCC\C=C\C)=O (E)-10-Dodecenal